N-(4-amino-2-chlorophenyl)acetamide CC(=O)NC1=C(C=C(C=C1)N)Cl